C(C)(C)(C)OC(=O)N1CC(C(C2=C1C=NC=1N2N=C(C1)Cl)(C)C)O[Si](C)(C)C(C)(C)C 8-((tert-Butyldimethylsilyl)oxy)-2-chloro-9,9-dimethyl-8,9-dihydropyrazolo[1,5-a]pyrido[2,3-e]pyrimidine-6(7H)-carboxylic acid tert-butyl ester